ClC=1C=C(C=C(C1)NS(=O)(=O)CC)NC(=O)C1=CN(C(=C1)C1=NC=C(C=C1F)C)C N-(3-chloro-5-(ethylsulfonamido)phenyl)-5-(3-fluoro-5-methylpyridin-2-yl)-1-methyl-1H-pyrrole-3-carboxamide